Tert-butyl (R)-6-(4-(2-(oxazol-2-yl) phenyl) piperidin-1-yl)-2-azaspiro[3.4]octane-2-carboxylate O1C(=NC=C1)C1=C(C=CC=C1)C1CCN(CC1)[C@H]1CC2(CN(C2)C(=O)OC(C)(C)C)CC1